O1[C@H](COCC1)COC1=NC(N2C(C3=CC=C(C=C3CC2)C#CC2(CCOCC2)O)=C1)=O 2-((R)-1-[1,4]Dioxan-2-ylmethoxy)-9-(4-hydroxy-tetrahydro-pyran-4-ylethynyl)-6,7-dihydro-pyrimido[6,1-a]isoquinolin-4-one